dodecylhydroxystearamide C(CCCCCCCCCCC)C(C(=O)N)(CCCCCCCCCCCCCCCC)O